N-(6-methoxy-2-phenyl-5-((E)-2-(trans-4-(trifluoro-methyl)cyclohexyl)vinyl)-pyridin-3-yl)acrylamide COC1=C(C=C(C(=N1)C1=CC=CC=C1)NC(C=C)=O)\C=C\[C@@H]1CC[C@H](CC1)C(F)(F)F